C(CCC)C(COC(CCCCCNCCCCCC)=O)CCCCCC.C(CCCCC)NCCCCCC(=O)OCC(CCCCCC)CCCC 2-butyloctyl 6-(hexylamino)hexanoate 2-Butyloctyl-6-(hexylamino)hexanoate